1-(5'-Fluorospiro[tetrahydrofuran-2,9'-xanthen]-3'-yl)pyrrolidine FC1=C2OC=3C=C(C=CC3C3(C2=CC=C1)OCCC3)N3CCCC3